4-methyltetrahydrofuran-2,3,4-triol CC1(C(C(OC1)O)O)O